COC1=CC(=CC(=C1O)O)C(=O)O The molecule is a member of the class of benzoic acids that is gallic acid in which the phenolic hydroxy group at position 3 is converted into the corresponding methyl ether. It is a member of catechols and a member of benzoic acids. It derives from a gallic acid. It is a conjugate acid of a 3-O-methylgallate.